CCCCCCCCCCCCCCCCCCCCCCCCCC(C(=O)N[C@@H](CO[C@H]1[C@@H]([C@H]([C@@H]([C@H](O1)CO)O)O)O)[C@@H]([C@@H](CCCCCCCCCCC(C)C)O)O)O The molecule is an N-acyl-1-O-beta-D-glucosyl-4-hydroxy-15-methylhexadecasphinganine in which the acyl group has 27 carbons and 0 double bonds and is 2-hydroxylated. It derives from a 15-methylhexadecaphytosphingosine.